O1CCN(CC1)C=1N=CC(=NC1)C=O (5-morpholinopyrazin-2-yl)methanone